C(C)(=O)NCCC=1N([C@H]2[C@H](S)[C@H](O)[C@@H](CO)O2)C=2N=C(NC(C2N1)=O)N 8-Acetamidoethylthioguanosine